CC1=C(C(CCC1)(C)C)C(C=CC)=O 1-(2,6,6-trimethylcyclohex-1-en-1-yl)but-2-en-1-one